indium(II) chloride [Cl-].[In+2].[Cl-]